2,4,6-trimethylbenzenesulfonate CC1=C(C(=CC(=C1)C)C)S(=O)(=O)[O-]